ClC=1C=C(C=C2C(=C(C=NC12)C#N)NC1=CC(=C(C=C1)F)Cl)N[C@H](C=1N=NNC1)C=1C(=NC=CC1)C (S)-8-chloro-4-((3-chloro-4-fluorophenyl)amino)-6-(((2-methylpyridin-3-yl)(1H-1,2,3-triazol-4-yl)methyl)amino)quinoline-3-carbonitrile